CC=1C(NC(N(C1)CC(=O)N1C(CCC1)C(=O)N)=O)=O 1-[2-(5-methyl-2,4-dioxo-1,2,3,4-tetrahydropyrimidin-1-yl)acetyl]pyrrolidine-2-carboxamide